FC=1C=CC(=C(C1)C(C)NC1=NC=2N(C=C1)N=CC2C=2C=NNC2)OCCF N-(1-(5-fluoro-2-(2-fluoroethoxy)phenyl)ethyl)-3-(1H-pyrazol-4-yl)pyrazolo[1,5-a]pyrimidin-5-amine